4-(trans-4-propylcyclohexyl)benzonitrile C(CC)[C@@H]1CC[C@H](CC1)C1=CC=C(C#N)C=C1